1-(2,2-difluoro-3-hydroxypropyl)-N-((5-phenyl-1,3,4-thiadiazol-2-yl)methyl)-1H-1,2,3-triazole-4-carboxamide FC(CN1N=NC(=C1)C(=O)NCC=1SC(=NN1)C1=CC=CC=C1)(CO)F